C1(CCCC1)NC1=CC=C(C=C1)[C@H]1[C@H](C[C@@H]2[C@H](N1C(C1=C(C=CC=C1C)F)=O)CCC2)C(=O)NC=2C=C1C=NN(C1=CC2)CC2=NC=CC=C2 (2R,3S,4aR,7aR)-2-(4-(cyclopentylamino)phenyl)-1-(2-fluoro-6-methylbenzoyl)-N-(1-(pyridin-2-ylmethyl)-1H-indazol-5-yl)octahydro-1H-cyclopenta[b]pyridine-3-carboxamide